(5S)-N-(5-Fluoropyrimidin-2-yl)-1,5-dimethyl-2-oxo-6,7-dihydro-5H-cyclopenta[b]pyridine-3-carboxamide FC=1C=NC(=NC1)NC(=O)C1=CC2=C(N(C1=O)C)CC[C@@H]2C